ClC=1C=C2C(=CC(=NC2=C(C1)C(C)NC1=C(C(=O)O)C=CC=C1)N1CCCCC1)C#N 2-(1-[6-chloro-4-cyano-2-(piperidin-1-yl)quinolin-8-yl]ethylamino)benzoic acid